CC1=C(NC(C)C2=NC(=CC=C2)C(C)NC2=C(C=C(C=C2C2CCCC2)C(C2=CC=CC=C2)C2=CC=CC=C2)C(C2=CC=CC=C2)C2=CC=CC=C2)C(=CC(=C1)C)C (1-(2,4,6-trimethylanilino)ethyl)-6-(1-(2,4-bis-benzhydryl-6-cyclopentylanilino)ethyl)pyridine